Cl.O=C1N(CC2=C(C=CC=C12)NC1CCNCC1)C1C(NC(CC1)=O)=O 3-(1-oxo-4-(piperidin-4-ylamino)isoindolin-2-yl)piperidine-2,6-dione hydrochloride